benzyl 3,3-difluoro-4-((((4-nitrophenyl)sulfonyl)oxy)methyl)piperidine-1-carboxylate FC1(CN(CCC1COS(=O)(=O)C1=CC=C(C=C1)[N+](=O)[O-])C(=O)OCC1=CC=CC=C1)F